4-HEXYNOIC ACID C(CCC#CC)(=O)O